S(=O)(=O)(C1=CC=C(C)C=C1)OCOC(=O)C1CCCCC1 ((tosyloxy)methyl)cyclohexane-1-carboxylate